tert-butyl (6-(2-((pyridin-4-ylmethyl)carbamoyl)-1H-pyrrol-1-yl)hexyl)carbamate N1=CC=C(C=C1)CNC(=O)C=1N(C=CC1)CCCCCCNC(OC(C)(C)C)=O